Benzo[1,2-b:4,5-b']dithiophen S1C=2C(C=C1)=CC=1SC=CC1C2